5-(2-Fluoro-6-methylphenyl)-3-(1,2,3,4-tetrahydroisochinolin-7-yl)-1H-pyrazolo[4,3-c]pyridazin-6(5H)-on-Hydrochlorid Cl.FC1=C(C(=CC=C1)C)N1N=C2C(=CC1=O)NN=C2C2=CC=C1CCNCC1=C2